OCC1=CC=C(C=C1)N1N=CC=2C(C1=O)=C(N(C2C)C2=CC(=CC=C2)OC)C 2-(4-(Hydroxymethyl)phenyl)-6-(3-methoxyphenyl)-5,7-dimethyl-2,6-dihydro-1H-pyrrolo[3,4-d]pyridazin-1-one